(R)-2-hydroxy-N-(5-isobutyl-4-methylthiazol-2-yl)-3-((7-(5-methyl-1,2,4-oxadiazol-3-yl)isoquinolin-1-yl)amino)propanamide O[C@@H](C(=O)NC=1SC(=C(N1)C)CC(C)C)CNC1=NC=CC2=CC=C(C=C12)C1=NOC(=N1)C